NC1=NC=NN2C1=C(C=C2C2CCN(CC2)C(C(C)C)=O)C2=CC=C(C=C2)NC(=O)C=2C(N(C(N(C2)C(C)C)=O)C2=CC(=CC=C2)Br)=O N-(4-(4-amino-7-(1-isobutyrylpiperidin-4-yl)pyrrolo[2,1-f][1,2,4]triazin-5-yl)phenyl)-3-(3-bromophenyl)-1-isopropyl-2,4-dioxo-1,2,3,4-tetrahydropyrimidine-5-carboxamide